3,5-Heptanediol CCC(CC(CC)O)O